CC=1SC2=C(N1)C=C(C=C2)C=O 2-methyl-benzothiazole-5-carbaldehyde